4-nitrobenzaldehyde O-(1,2,3,4-tetrahydroquinoline-1-carbonyl) oxime N1(CCCC2=CC=CC=C12)C(=O)ON=CC1=CC=C(C=C1)[N+](=O)[O-]